IC1=C2N(C(=N1)I)C(CC2)C 1,3-diiodo-5-methyl-6,7-dihydro-5H-pyrrolo[1,2-c]imidazole